The molecule is an acyl-CoA resulting from the formal condensation of the thiol group of coenzyme A with the 1-carboxy group of 9,17-dioxo-1,2,3,4,10,19-hexanorandrostan-5-oic acid. It derives from a 9,17-dioxo-1,2,3,4,10,19-hexanorandrostan-5-oic acid. C[C@]12CCC(=O)[C@H]([C@@H]1CCC2=O)CCC(=O)SCCNC(=O)CCNC(=O)[C@@H](C(C)(C)COP(=O)(O)OP(=O)(O)OC[C@@H]3[C@H]([C@H]([C@@H](O3)N4C=NC5=C(N=CN=C54)N)O)OP(=O)(O)O)O